O1C(=NN=CC=C1)C(=O)N 1,3,4-oxadiazepine-2-carboxamide